C1=CC=CC=2C3=CC=CC=C3C(C12)COC(=O)N1[C@@H](C[C@@H](C1)C1=CC=CC=C1)C(=O)O (2S,4R)-1-(9H-fluoren-9-yl-methoxycarbonyl)-4-phenyl-pyrrolidin-2-carboxylic acid